C(#C)C1=CC(=C2C=CC3=C(C=C(C4=CC=C1C2=C34)C#C)C#C)C#C 1,3,6,8-tetra-ethynyl-pyrene